(2-bromo-5-cyclopropylnaphthalen-1-yl)-4-fluorobenzamide BrC1=C(C2=CC=CC(=C2C=C1)C1CC1)C1=C(C(=O)N)C=CC(=C1)F